methyl-bis(2,4,6-trimethylphenyl)silane methyl-methacrylate (METHYLMETHACRYLAT) CC=C(C(=O)O)C.COC(C(=C)C)=O.C[SiH](C1=C(C=C(C=C1C)C)C)C1=C(C=C(C=C1C)C)C